1-benzyl-4-chloro-7-hydrazineyl-3,3-dimethyl-1,3-dihydro-2H-pyrrolo[2,3-d]pyridazin-2-one C(C1=CC=CC=C1)N1C(C(C=2C1=C(N=NC2Cl)NN)(C)C)=O